COC(=O)C(CNCCC[Si](OC)(OC)C)CC(=O)OC N-[2,3-bis(methoxycarbonyl)]propyl-3-aminopropylmethyldimethoxysilane